COC1=NC=C(C(=N1)OC)C=1C=C(C=2N(N1)C(=CN2)F)[C@@H]2[C@H](C2)C=2C=CC1=C(N(C=N1)CC(F)(F)F)C2 6-(2,4-dimethoxypyrimidin-5-yl)-3-fluoro-8-((1S,2S)-2-(1-(2,2,2-trifluoroethyl)-1H-benzo[d]imidazol-6-yl)cyclopropyl)imidazo[1,2-b]pyridazine